CS(=O)(=O)C1=CC(=CC=C1)C=C (methylsulfonyl)-3-vinylbenzene